4-Methyl-4'-(2-(4-methylpiperazin-1-yl)ethoxy)-N-propyl-[1,1'-biphenyl]-3-amine CC1=C(C=C(C=C1)C1=CC=C(C=C1)OCCN1CCN(CC1)C)NCCC